C(CCC\C=C\CCCC)O (E)-deca-5-en-1-ol